CC1(OB(OC1(C)C)C1=CC(=C(C#N)C=C1)O[C@H](CN1N=NN=C1)C)C 4-(4,4,5,5-tetramethyl-1,3,2-dioxaborolan-2-yl)-2-(((2S)-1-(1H-tetrazol-1-yl)propan-2-yl)oxy)benzonitrile